1,1'-(1,4-piperazinediyl)bis[1-[2-[4-(diethylamino)-2-hydroxybenzoyl]phenyl]-methanone] N1(CCN(CC1)C(=O)C1=C(C=CC=C1)C(C1=C(C=C(C=C1)N(CC)CC)O)=O)C(=O)C1=C(C=CC=C1)C(C1=C(C=C(C=C1)N(CC)CC)O)=O